tert-butyl 3-(2-((N-(tert-butoxycarbonyl)sulfamoyl)(isopropyl)amino)ethyl)azetidine-1-carboxylate C(C)(C)(C)OC(=O)NS(=O)(=O)N(CCC1CN(C1)C(=O)OC(C)(C)C)C(C)C